FC(CNCCC=1C(=NNC1)C(=O)OC(C)CC1=C(C=CC(=C1F)Cl)F)F 5-chloro-1-(2,6-difluorobenzyl)-ethyl 4-(2-((2,2-difluoroethyl)amino)ethyl)-1H-pyrazole-3-carboxylate